N-((3-fluorooxetan-3-yl)methyl)-2-methyl-5-((4-methylthiazol-5-yl)methoxy)benzofuran-3-carboxamide FC1(COC1)CNC(=O)C1=C(OC2=C1C=C(C=C2)OCC2=C(N=CS2)C)C